1-(cyclopropyl(dodecanoyloxy)methyl)-5-(4-(hexyloxy)-1,2,5-thiadiazol-3-yl)-1-methyl-1,2,3,6-tetrahydropyridin-1-ium formate Cyclopropyliodomethyl-dodecanoate C1(CC1)C(C(=O)[O-])(CCCCCCCCCC)CI.C(=O)[O-].C1(CC1)C([N+]1(CCC=C(C1)C1=NSN=C1OCCCCCC)C)OC(CCCCCCCCCCC)=O.C1(CC1)C(OC(CCCCCCCCCCC)=O)[N+]1(CCC=C(C1)C1=NSN=C1OCCCCCC)C